5-((3-((diaminomethylene)carbamoyl)-5-(trifluoromethyl)phenyl)ethynyl)-2-methyl-N-(6-methylpyridin-2-yl)benzamide NC(N)=NC(=O)C=1C=C(C=C(C1)C(F)(F)F)C#CC=1C=CC(=C(C(=O)NC2=NC(=CC=C2)C)C1)C